5-[7-[1-[2-amino-4-(trifluoromethoxy)benzoyl]-4-piperidyl]-3H-imidazo[4,5-b]pyridin-2-yl]piperidin-2-one NC1=C(C(=O)N2CCC(CC2)C2=C3C(=NC=C2)NC(=N3)C3CCC(NC3)=O)C=CC(=C1)OC(F)(F)F